FC1(OC2=C(O1)C=CC(=C2)C2(CC2)C(=O)N[C@@H]2C[C@@H](OC1=C2C=CC(=C1)OC(F)F)C1CCC(CC1)C(=O)O)F 4-[(2R,4R)-4-{[1-(2,2-difluoro-2H-1,3-benzodioxol-5-yl)cyclopropane-1-carbonyl]amino}-7-(difluoromethoxy)-3,4-dihydro-2H-1-benzopyran-2-yl]cyclohexane-1-carboxylic acid